2-hydroxy-4-ethoxy-4'-tert-butoxy-benzophenone OC1=C(C(=O)C2=CC=C(C=C2)OC(C)(C)C)C=CC(=C1)OCC